ClCCCS(=O)(=O)NC 3-chloro-N-methyl-propane-1-sulfonamide